Methyl (3,4-dimethylbenzoyl)-D-phenylalaninate CC=1C=C(C(=O)N[C@H](CC2=CC=CC=C2)C(=O)OC)C=CC1C